7-bromo-1'-((5-(3,4-dimethoxyphenyl)-1,3,4-oxadiazol-2-yl)methyl)spiro[chromane-2,4'-piperidin]-4-one BrC1=CC=C2C(CC3(CCN(CC3)CC=3OC(=NN3)C3=CC(=C(C=C3)OC)OC)OC2=C1)=O